ethyl (2R)-2-acetamido-3-sulfanyl-propanoate C(C)(=O)N[C@H](C(=O)OCC)CS